C(#N)[C@H]1[C@@H](CCCC1)C#N trans-1,2-dicyanocyclohexane